3,6-diisopropylcarbazole C(C)(C)C=1C=CC=2NC3=CC=C(C=C3C2C1)C(C)C